C(#N)C1CC2(C1)C[C@H](N(CC2)CC2=C1C=CNC1=C(C=C2OC)C)C2=CC=C(C(=O)NCCN1CCOCC1)C=C2 4-((2R,4s,6S)-2-cyano-7-((5-methoxy-7-methyl-1H-indol-4-yl)methyl)-7-azaspiro[3.5]nonan-6-yl)-N-(2-morpholinoethyl)benzamide